FC=1C(=C(OC=2C(=C(C(=NC2)C(F)(F)F)C)C(=O)OC)C=CC1F)C Methyl 5-(3,4-difluoro-2-methyl-phenoxy)-3-methyl-2-(trifluoromethyl)pyridine-4-carboxylate